N-(6-Benzylpyridazin-3-yl)-1-methyl-6-oxo-1,4,5,6-tetrahydropyridazine-3-carboxamide C(C1=CC=CC=C1)C1=CC=C(N=N1)NC(=O)C1=NN(C(CC1)=O)C